C(C)OC1=CSC(=C1)C1=NC=NC(=C1)NCCC1=CC=C2C=CN(C2=C1)CC 3-Ethoxy-5-{6-[2-(1-ethyl-1H-indol-6-yl)-ethylamino]-pyrimidin-4-yl}-thiophene